C(C)(C)N(C=1N=C(C2=C(N1)N=CC=C2)N2N(CCC2)C2=C(C=CC=C2)C(F)(F)F)C N-isopropyl-N-methyl-4-(2-(2-(trifluoromethyl)phenyl)pyrazolidin-1-yl)pyrido[2,3-d]pyrimidin-2-amine